6-(1-(benzyloxycarbonyl)-4,4-difluoropiperidin-3-yl)-3-methoxypyridazine 1-oxide C(C1=CC=CC=C1)OC(=O)N1CC(C(CC1)(F)F)C1=CC=C(N=[N+]1[O-])OC